C(C)(C)C=1C=NN2C1N=C(C=C2NCC=2C=C(C=CC2)NC(C=C)=O)C=2CCNCC2 N-(3-(((3-isopropyl-5-(1,2,3,6-tetrahydropyridin-4-yl)pyrazolo[1,5-a]pyrimidin-7-yl)amino)methyl)phenyl)acrylamide